N-[[2-[4-[(5-cyclobutyl-1H-pyrazol-3-yl)amino]pyrimidin-2-yl]-2-azabicyclo[2.1.1]hex-4-yl]methyl]-N-methyl-carbamic acid benzyl ester C(C1=CC=CC=C1)OC(N(C)CC12CN(C(C1)C2)C2=NC=CC(=N2)NC2=NNC(=C2)C2CCC2)=O